N-(tert-butyl)-3-((2-((4-(4-(4-(3-((2,6-dioxopiperidin-3-yl)amino)benzyl)piperazin-1-yl)piperidin-1-yl)phenyl)amino)-5-methylpyrimidin-4-yl)amino)benzenesulfonamide C(C)(C)(C)NS(=O)(=O)C1=CC(=CC=C1)NC1=NC(=NC=C1C)NC1=CC=C(C=C1)N1CCC(CC1)N1CCN(CC1)CC1=CC(=CC=C1)NC1C(NC(CC1)=O)=O